[1,3'-biazetidin]-1'-carboxylate N1(CCC1)C1CN(C1)C(=O)[O-]